1-(5-(isoquinolin-7-yl)-1-methyl-1H-pyrazol-3-yl)-3-(4-((2-methylpiperidin-1-yl)methyl)-3-(trifluoromethyl)phenyl)urea C1=NC=CC2=CC=C(C=C12)C1=CC(=NN1C)NC(=O)NC1=CC(=C(C=C1)CN1C(CCCC1)C)C(F)(F)F